zinc bis(butyrate) C(CCC)(=O)[O-].C(CCC)(=O)[O-].[Zn+2]